N-methyl-N-(oxetan-3-yl)-4-(2-oxo-6-{4-[4-(propan-2-yl)piperazin-1-yl]phenyl}-1,2-dihydroquinolin-3-yl)benzamide CN(C(C1=CC=C(C=C1)C=1C(NC2=CC=C(C=C2C1)C1=CC=C(C=C1)N1CCN(CC1)C(C)C)=O)=O)C1COC1